(6R,7R)-7-((chloromethoxy)carbonylamino)-3-methoxy-8-oxo-5-thia-1-azabicyclo[4.2.0]oct-2-ene-2-carboxylic acid ClCOC(=O)N[C@H]1[C@H]2SCC(=C(N2C1=O)C(=O)O)OC